4-(2-(8-chloro-[1,2,4]triazolo[4,3-a]pyrazin-6-yl)-3-isopropyl-1H-indol-5-yl)piperidine-1-carboxylic acid tert-butyl ester C(C)(C)(C)OC(=O)N1CCC(CC1)C=1C=C2C(=C(NC2=CC1)C=1N=C(C=2N(C1)C=NN2)Cl)C(C)C